CP1(C=C(C(C1)C)C)=O 1,3,4-trimethyl-1-oxophospholene